C(C1=CC=CC=C1)[C@](C(=O)NC=1C(=NC2=C(C=CC=C2C1)F)C)(CC(C)C)C (2R)-2-benzyl-N-(8-fluoro-2-methyl-3-quinolinyl)-2,4-dimethylvaleramide